methyl (R)-2-((5-bromo-3-nitropyridin-2-yl)oxy)propanoate BrC=1C=C(C(=NC1)O[C@@H](C(=O)OC)C)[N+](=O)[O-]